Cl.C[C@@]1(CNCCC1)CO [(3R)-3-methylpiperidin-3-yl]methanol hydrochloride